O1COC2=C1C=CC(=C2)CC2(NC(=NC(=C2)C2=C1C=CNC1=CC=C2)N)N 4-(benzo[d][1,3]dioxol-5-ylmethyl)-6-(1H-indol-4-yl)pyrimidine-2,4-diamine